FC=1C=C(CN2C(NC=3C=NC4=C5C(=CC=C4C32)OCO5)=O)C=CC1S(=O)(=O)C 8-(3-fluoro-4-(S-methylsulfonyl)benzyl)-6,8-dihydro-7H-[1,3]dioxolo[4,5-h]imidazo[4,5-c]quinolin-7-one